FC(CC(F)(F)F)OCCOC(CC(F)(F)F)F ethylene glycol bistetrafluoropropyl ether